FC1=C(C(=NN1C1=CC2=CC=C(C=C2C=C1)OC)OC)C(F)(F)F 5-fluoro-3-methoxy-1-(6-methoxynaphthalen-2-yl)-4-trifluoromethylpyrazole